2-((3-(2-(2-chloro-3,4-bis((4-methoxybenzyl)oxy)phenyl)-2-oxoacetamido)propyl)amino)-2-oxoacetic acid ClC1=C(C=CC(=C1OCC1=CC=C(C=C1)OC)OCC1=CC=C(C=C1)OC)C(C(=O)NCCCNC(C(=O)O)=O)=O